3-bromo-6-fluoro-7-methoxy-2-methylquinolin-4(1H)-one BrC1=C(NC2=CC(=C(C=C2C1=O)F)OC)C